N-(2,4-Dimethyl-6-morpholin-4-yl-pyridin-3-yl)-2-thiophen-2-yl-acetamide CC1=NC(=CC(=C1NC(CC=1SC=CC1)=O)C)N1CCOCC1